tert-butyl 4-((1r,3r)-3-((4-(2-fluoro-2-(tributylstannyl)vinyl)pyridin-2-yl)oxy)cyclobutoxy)piperidine-1-carboxylate FC(=CC1=CC(=NC=C1)OC1CC(C1)OC1CCN(CC1)C(=O)OC(C)(C)C)[Sn](CCCC)(CCCC)CCCC